CC1=C(C=CC(=C1)C(=O)O)C1=C(C=C(C=C1)C(=O)O)C 2,2'-dimethyl-[1,1'-biphenyl]-4,4'-dicarboxylic acid